N[C@@H]1[C@@H](OCC12CCN(CC2)C=2C(=NC(=C(N2)C)SC2=C(C(=NC=C2)NC)Cl)CO)C {3-[(3S,4S)-4-amino-3-methyl-2-oxa-8-azaspiro[4.5]decan-8-yl]-6-{[3-chloro-2-(methylamino)pyridin-4-yl]mercapto}-5-methylpyrazin-2-yl}methanol